FC[C@H](CN(CC[C@@H](C(=O)O)NC(C(C)(C=1C=NC=NC1)C)=O)CCCCC1=NC=2NCCCC2C=C1)OC (S)-4-(((S)-3-fluoro-2-methoxypropyl)(4-(5,6,7,8-tetrahydro-1,8-naphthyridin-2-yl)butyl)amino)-2-(2-methyl-2-(pyrimidin-5-yl)propanamido)butanoic acid